C(#N)C1=C(C=CC=C1)[C@H](CN1C(N(C(C2=C1SC(=C2C)C=2OC=CN2)=O)C(C(=O)O)(C)C)=O)OC2CCOCC2 2-[1-[(2R)-2-(2-cyanophenyl)-2-(oxacyclohex-4-yloxy)ethyl]-5-methyl-6-(1,3-oxazol-2-yl)-2,4-dioxo-1H,2H,3H,4H-thieno[2,3-d]pyrimidin-3-yl]-2-methylpropionic acid